1-Methyl-6-oxo-pyridine-3-carboxylic acid CN1C=C(C=CC1=O)C(=O)O